5-((4-Methoxybenzyl)oxy)-2-((5-(4-(trifluoromethyl)phenyl)oxazol-2-yl)amino)isonicotinonitrile COC1=CC=C(COC2=CN=C(C=C2C#N)NC=2OC(=CN2)C2=CC=C(C=C2)C(F)(F)F)C=C1